BrC1=CC(=C(C(=C1)C(C)C)N1C(=NC2=C1C=CC=C2)C2=CC(=CC1=C2OC2=C1C=CC=C2)C)C(C)C 1-(4-bromo-2,6-diisopropyl-phenyl)-2-(2-methyldibenzofuran-4-yl)benzimidazole